[Na+].FCC(C(=O)[O-])=O beta-fluoropyruvate sodium salt